CC1([C@H]2CCC([C@@H]1C2)=O)C (1R,5S)-6,6-dimethylnorpinan-2-one